FC1=C(C=CC=C1)S(=O)(=N)\C=C\C1=NC=CC=C1F (E)-(2-fluorophenyl)(2-(3-fluoropyridin-2-yl)vinyl)(imino)-λ6-sulfanone